[O-]S(=O)(=O)C(F)(F)F.C(C)[NH+]1CCC(CC1)CCCC 1-Ethyl-4-butylpiperidinium triflat